ethyl-vinylalcohol C(C)C=CO